N-(4-chlorophenyl)-4-(2-iodobenzofuran-7-yl)pyrimidin-2-amine ClC1=CC=C(C=C1)NC1=NC=CC(=N1)C1=CC=CC=2C=C(OC21)I